tert-butyl N-[4-(4-fluorophenyl)-2-[[6-[(1-tetrahydropyran-2-ylimidazol-4-yl)sulfonimidoyl]pyridine-3-carbonyl]amino]phenyl]carbamate FC1=CC=C(C=C1)C1=CC(=C(C=C1)NC(OC(C)(C)C)=O)NC(=O)C=1C=NC(=CC1)S(=O)(=N)C=1N=CN(C1)C1OCCCC1